3-[(1H-1,3-Benzoxazol-2-yl)amino]-N-methyl-3-[3-(trifluoromethyl)phenyl]propanamide O1C(=NC2=C1C=CC=C2)NC(CC(=O)NC)C2=CC(=CC=C2)C(F)(F)F